monocetyl phosphate potassium salt [K+].P(=O)(OCCCCCCCCCCCCCCCC)([O-])[O-].[K+]